OCTAHYDRO-2(1H)-NAPHTHALENON C1C(CCC2CCCCC12)=O